C(C1=CC=CC=C1)OC(=O)N([C@H](CO[Si](C1=CC=CC=C1)(C1=CC=CC=C1)C(C)(C)C)C(=O)NC1=CC=C2C(=N1)C=NN2C(=O)OC(C)(C)C)C tert-Butyl 5-({N-[(benzyloxy)carbonyl]-O-[tert-butyl(diphenyl)silyl]-N-methyl-D-seryl}amino)-1H-pyrazolo[4,3-b]pyridine-1-carboxylate